(butene-1,3-dienyl)-1,2-dimethoxybenzene C(=C=C=C)C=1C(=C(C=CC1)OC)OC